(cis)-benzyl 2-oxohexahydro-1H-pyrido[3,4-b][1,4]oxazin-6(7H)-carboxylate O=C1N[C@@H]2[C@H](OC1)CN(CC2)C(=O)OCC2=CC=CC=C2